NCCOCCOCCC(=O)NN[C@@H](C(C)C)C(=O)O 3-[2-(2-aminoethoxy)ethoxy]-propanamido-valine